N-(6-(2,4-difluorophenyl)-1-(4-fluorophenyl)-1H-pyrazolo[3,4-d]pyrimidin-4-yl)-5-nitrothiophene-2-carboxamide FC1=C(C=CC(=C1)F)C1=NC(=C2C(=N1)N(N=C2)C2=CC=C(C=C2)F)NC(=O)C=2SC(=CC2)[N+](=O)[O-]